BrC1=C(C=C(C(=C1)[N+](=O)[O-])OC)F 1-bromo-2-fluoro-4-methoxy-5-nitro-benzene